BrC=1N(\C(\N(C1)CCCNC(OC(C)(C)C)=O)=N/CCNC(=O)OC(C)(C)C)C tert-butyl (Z)-(3-(4-bromo-2-((2-((tert-butoxycarbonyl)-amino)ethyl)imino)-3-methyl-2,3-dihydro-1H-imidazol-1-yl)propyl)carbamate